Dioxin-5-carbonitrile O1C=COC(=C1)C#N